4-((2'S,3S,4'S,5'R)-1-(3-(1-carboxyethyl)benzyl)-6-chloro-4'-(3-chloro-2-fluorophenyl)-2'-neopentylspiro[indoline-3,3'-pyrrolidine]-5'-carboxamido)-3-methoxybenzoic acid C(=O)(O)C(C)C=1C=C(CN2C[C@@]3([C@@H](N[C@H]([C@@H]3C3=C(C(=CC=C3)Cl)F)C(=O)NC3=C(C=C(C(=O)O)C=C3)OC)CC(C)(C)C)C3=CC=C(C=C23)Cl)C=CC1